5H-benzo[7]annulene-3-carbonyl chloride C1=CC(=CC2=C1C=CC=CC2)C(=O)Cl